(6-chloro-3-methyl-2,4-dioxo-3,4-dihydro-2H-pyrimidin-1-ylmethyl)-4-fluorobenzonitrile ClC1=CC(N(C(N1CC1=C(C#N)C=CC(=C1)F)=O)C)=O